C(C)(C)(C)OC(=O)N(C=1SC(=C(N1)C(=O)OC)CCCOC1=C(C=C(C=C1)C#CCN(C)C)F)CCCCP(=O)(OCC)OCC methyl 2-[tert-butoxycarbonyl(4-diethoxyphosphorylbutyl)amino]-5-[3-[4-[3-(dimethylamino)prop-1-ynyl]-2-fluoro-phenoxy]propyl]thiazole-4-carboxylate